CN(C(CC(C(=O)OC)CC)=O)C methyl 4-(dimethylamino)-2-ethyl-4-oxobutanoate